C(C=C)C1=CC(=C(O[C@@H]2O[C@@H]([C@H](C([C@H]2O)=O)O)CO)C=C1)OC (2S,3S,5R,6R)-2-(4-allyl-2-methoxyphenoxy)-3,5-dihydroxy-6-(hydroxymethyl)tetrahydro-4H-pyran-4-one